5-methylisoxazol-3-yl carbamate C(N)(OC1=NOC(=C1)C)=O